[Ca].FC1(OC2=C(O1)C=CC(=C2)/C=C/C(=O)N2CCN(CC2)C(=O)C2=NC(=CN=C2)C(C)(C)O)F (E)-3-(2,2-difluorobenzo[d][1,3]dioxol-5-yl)-1-(4-(6-(2-hydroxypropan-2-yl)pyrazin-2-carbonyl)piperazin-1-yl)prop-2-en-1-one calcium